C(C)(=O)OC(CC)C gamma-butanol acetate